N1=CC(=CC2=CC=CN=C12)C=1C=CN2N=C(N=CC21)C2(CCC(CC2)NC)N 1-(5-(1,8-naphthyridin-3-yl)pyrrolo[2,1-f][1,2,4]triazin-2-yl)-N4-methylcyclohexane-1,4-diamine